C(C)(C)(C)OC(=O)NC(C(=O)O)CCNC(=O)OCC1C2=CC=CC=C2C=2C=CC=CC12 2-[(tert-butoxycarbonyl)amino]-4-{[(9H-fluoren-9-ylmethoxy)carbonyl]amino}butanoic acid